Thiobutyltriphenylphosphonium bromide CCCC(C1=CC=C(C=C1)[P+](C2=CC=CC=C2)(C3=CC=CC=C3)Br)S